NC(C)(C)C1=CC(=NC(=C1)C1=CC=C(C=C1)F)OC1[C@@H]2CN(C[C@H]12)C(=O)C=1C(=NN(C1)C1=NC=CC=N1)OC(F)F ((1R,5S,6s)-6-((4-(2-aminopropan-2-yl)-6-(4-fluorophenyl)pyridin-2-yl)oxy)-3-azabicyclo[3.1.0]hexan-3-yl)(3-(difluoromethoxy)-1-(pyrimidin-2-yl)-1H-pyrazol-4-yl)methanone